C1(CC1)C1=C(C(=NC=N1)O)C1=NC=C2C(=N1)N(N=C2)CC2=C(C=C(C=C2)C=2N(C=C(N2)C(F)(F)F)C(C)C)OCCCCO 6-cyclopropyl-5-(1-(2-(4-hydroxybutoxy)-4-(1-isopropyl-4-(trifluoromethyl)-1H-imidazol-2-yl)benzyl)-1H-pyrazolo[3,4-d]pyrimidin-6-yl)pyrimidin-4-ol